lead sulfophosphite S(=O)(=O)(O)P([O-])([O-])[O-].[Pb+2].S(=O)(=O)(O)P([O-])([O-])[O-].[Pb+2].[Pb+2]